CO[Si](CCCN1C(N(C(N(C1=O)CCC[Si](OC)(OC)OC)=O)CCC[Si](OC)(OC)OC)=O)(OC)OC 1,3,5-tris-[3-(trimethoxysilyl)propyl]-1,3,5-triazine-2,4,6(1H,3H,5H)-trion